6-(4-Chloro-3-methoxyphenyl)-3-cyclopropyl-4-oxo-4,5-dihydropyrazolo[1,5-a]pyrazine-2-carboxylic acid ClC1=C(C=C(C=C1)C=1NC(C=2N(C1)N=C(C2C2CC2)C(=O)O)=O)OC